C1(=CC=CC=C1)CC(=O)OC1=C(C=C(C=C1)C=CC)OC benzeneacetic acid, 2-methoxy-4-(1-propenyl)phenyl ester